S-(trans-3-(benzyloxy) cyclobutyl) thioacetate C(C)(=O)S[C@@H]1C[C@H](C1)OCC1=CC=CC=C1